(S)-2-(4-(2-(1-Cyclopropylethyl)-7-(methylsulfonyl)-1-oxoisoindolin-5-yl)pyridin-2-yl)-N-ethyl-4-methyl-1H-imidazole-5-carboxamide C1(CC1)[C@H](C)N1C(C2=C(C=C(C=C2C1)C1=CC(=NC=C1)C=1NC(=C(N1)C)C(=O)NCC)S(=O)(=O)C)=O